3-(4-bromo-1H-pyrazol-1-yl)bicyclo[1.1.1]pentane-1-carboxamide BrC=1C=NN(C1)C12CC(C1)(C2)C(=O)N